1-(2-chlorophenyl)-N-[4-(2,4-dioxo-7-hydroxy-1H-benzo[1,2-b][1,4]diazepin-1-yl)phenyl]methanesulfonamide ClC1=C(C=CC=C1)CS(=O)(=O)NC1=CC=C(C=C1)N1C2=C(NC(CC1=O)=O)C=C(C=C2)O